[3-[4-(4-Cyclopropylpyrimidin-2-yl)oxyphenyl]azetidin-1-yl]-[(3R)-3-(tetrazol-1-yl)pyrrolidin-1-yl]methanone tert-butyl-4-((trimethylsilyl)ethynyl)benzylcarbamate C(C)(C)(C)OC(NCC1=CC=C(C=C1)C#C[Si](C)(C)C)=O.C1(CC1)C1=NC(=NC=C1)OC1=CC=C(C=C1)C1CN(C1)C(=O)N1C[C@@H](CC1)N1N=NN=C1